2-[4-(difluoromethyl)-6-[(2S)-2-(hydroxymethyl)morpholin-4-yl]pyridazin-3-yl]-5-(trifluoromethyl)phenol FC(C1=C(N=NC(=C1)N1C[C@H](OCC1)CO)C1=C(C=C(C=C1)C(F)(F)F)O)F